ClC1=CN=C2N1C=C(C=C2)B(O)O (3-chloroimidazo[1,2-a]pyridin-6-yl)boronic acid